CC(CCC(N)C)N 1,4-dimethylbutylenediamine